N-[(2R)-1-hydroxypropan-2-yl]-5-(4-methyl-1,3-thiazol-2-yl)-6-[4-(trifluoromethyl)phenoxy]pyridine-3-carboxamide OC[C@@H](C)NC(=O)C=1C=NC(=C(C1)C=1SC=C(N1)C)OC1=CC=C(C=C1)C(F)(F)F